3,7-dibromo-10H-phenoxazine BrC=1C=CC=2NC3=CC=C(C=C3OC2C1)Br